acetyl-2-hydroxybenzene C(C)(=O)C1=C(C=CC=C1)O